(5aR,6S,6aS)-3-((1,1-dimethyl-3-(2-fluorophenyl)-2,3-dihydro-1H-inden-5-yl)methoxy)-5,5a,6,6a-tetrahydrocyclopropa[4,5]cyclopenta[1,2-c]pyridine-6-carboxylic acid CC1(CC(C2=CC(=CC=C12)COC1=CC2=C(C=N1)[C@H]1[C@@H](C2)[C@@H]1C(=O)O)C1=C(C=CC=C1)F)C